FC1=CC(=C(C=O)C=C1)C(=O)N1[C@@H](CCCC1)COC1=C(C(=CC=C1)O)C=O 4-fluoro-2-[(2S)-2-[(2-formyl-3-hydroxyphenoxy)methyl]piperidine-1-carbonyl]benzaldehyde